6-(7-carbamoyl-3-chloro-5-fluoro-2-methyl-1H-indol-4-yl)octahydro-1H-pyrrolo[3,4-b]pyridine-1-carboxylic acid tert-butyl ester C(C)(C)(C)OC(=O)N1C2C(CCC1)CN(C2)C2=C1C(=C(NC1=C(C=C2F)C(N)=O)C)Cl